(S)-2,2-dimethyl-6-(2-(2-methylazetidin-1-yl)-6,7-dihydro-5H-cyclopenta[d]pyrimidin-4-yl)-2,3-dihydrothieno[3,2-d]pyrimidin-4(1H)-one CC1(NC(C2=C(N1)C=C(S2)C=2C1=C(N=C(N2)N2[C@H](CC2)C)CCC1)=O)C